Helium Argon [Ar].[He]